ClC1=C(C=C(OCC(=O)O)C=C1)I 2-(4-chloro-3-iodophenoxy)acetic acid